(4-(4-((3-(3,6-difluoropyridin-2-yl)-1-((1r,4r)-4-ethoxycyclohexyl)-1H-pyrazol-4-yl)carbamoyl)thiazol-2-yl)-1H-pyrazol-1-yl)methyl glycinate hydrogen chloride salt Cl.NCC(=O)OCN1N=CC(=C1)C=1SC=C(N1)C(NC=1C(=NN(C1)C1CCC(CC1)OCC)C1=NC(=CC=C1F)F)=O